N1C(CCCCC(NCCCCCC1)=O)=O 1,8-diazacyclotetradecane-2,7-dione